(2R,4R)-1-(((3-chloro-2-fluorophenyl)sulfonyl)methyl)-4-((3-fluoro-6-((5-methyl-1H-pyrazol-3-yl)amino)pyridin-2-yl)methyl)-2-methylpiperidine-4-carboxylic acid ClC=1C(=C(C=CC1)S(=O)(=O)CN1[C@@H](C[C@@](CC1)(C(=O)O)CC1=NC(=CC=C1F)NC1=NNC(=C1)C)C)F